C(CCCCCCCCCCCCC)OC(CCCCCCCCCCCCCC)=O pentadecanoic acid myristyl ester